(R)-1-(7-chloro-8-fluoro-5-methoxy-2-(methylsulfanyl)pyrido[4,3-d]pyrimidin-4-yl)piperidin-3-ol ClC1=C(C=2N=C(N=C(C2C(=N1)OC)N1C[C@@H](CCC1)O)SC)F